C[C@]([C@H](C=O)O)(O)[C@H](O)[C@H](O)CO 3-Methyl-Glucose